C(C)(C)(C)OC(=O)N1CC(C(C1)N)CN([C@H](C(C)(C)C)C=1N(C=C(N1)C1=C(C=CC(=C1)F)F)CC1=CC=CC=C1)C(COC(C)=O)=O tert-Butyl-3-{[(acetoxyacetyl){(1R)-1-[1-benzyl-4-(2,5-difluorophenyl)-1H-imidazol-2-yl]-2,2-dimethylpropyl}amino]methyl}-4-aminopyrrolidin-1-carboxylat